C(C)OC(CC(C)OC(\C=C\C(=O)O)=O)=O fumaric acid mono-(4-ethoxy-4-oxo-butan-2-yl) ester